2-((2s,6r)-2,6-dimethylmorpholino)ethylamine C[C@@H]1O[C@@H](CN(C1)CCN)C